COC(=O)N1[C@H]([C@H](C[C@H]1C)NS(=O)(=O)N1CCC1)CO[C@H]1C[C@H]2C[C@]2(CC1)C1=NC=C(C=N1)F (2r,3s,5r)-3-(azetidine-1-sulfonylamino)-2-((((1r,3r,6s)-6-(5-fluoropyrimidin-2-yl)bicyclo[4.1.0]hept-3-yl)oxy)methyl)-5-methylpyrrolidine-1-carboxylic acid methyl ester